(2-ethyl-2-methyl-1,3-dioxolan-4-yl) methacrylate C(C(=C)C)(=O)OC1OC(OC1)(C)CC